N[C@@H](CCCNC(N)=N)C(=O)NCC(=O)N[C@@H](CC(O)=O)C(=O)N[C@@H](CO)C(=O)O L-arginyl-glycyl-L-α-aspartyl-L-serine